COC1=C(OC2=CC=C(C=C2)B(O)O)C=CC=C1 [4-(2-methoxyphenoxy)phenyl]boronic acid